N-(2-(3-oxo-1'-(4-(propan-2-ylidene)cyclohexyl)-1H-spiro[isoquinoline-4,4'-piperidin]-2(3H)-yl)ethyl)methane-sulfonamide O=C1N(CC2=CC=CC=C2C12CCN(CC2)C2CCC(CC2)=C(C)C)CCNS(=O)(=O)C